FC(C1=CC=C(C=C1)NN)(F)F 4-(trifluoromethyl)-phenylhydrazine